BrC=1C=C(C=C2C=NC(=NC12)Cl)C(F)F 8-bromo-2-chloro-6-(difluoromethyl)quinazoline